C(#N)C1=C(OC=2C=C3C(N(C=NC3=CC2)CCC2CCN(CC2)C(=O)OC(C)(C)C)=O)C(=CC=C1NS(=O)(=O)C(C)CC)F tert-butyl 4-[2-[6-[2-cyano-6-fluoro-3-(sec-butylsulfonylamino)phenoxy]-4-oxo-quinazolin-3-yl]ethyl]piperidine-1-carboxylate